N-(2-cyanoethyl)-N-(2-methylpent-1-yl)-amine C(#N)CCNCC(CCC)C